N=1N2C(C(=NC1)N)=CC=C2 pyrrolo-[2,1-F][1,2,4]triazine-4-amine